(6SR)-7-(4-bromo-3-chloro-benzoyl)-2-[4-(cyclopropoxy)phenyl]-N-[(1R)-1-(4-methoxyphenyl)ethyl]-6-methyl-3-oxo-6,8-dihydro-5H-imidazo[1,5-a]pyrazine-1-carboxamide BrC1=C(C=C(C(=O)N2CC=3N(C[C@@H]2C)C(N(C3C(=O)N[C@H](C)C3=CC=C(C=C3)OC)C3=CC=C(C=C3)OC3CC3)=O)C=C1)Cl |&1:12|